NC=1C=C(C=CC1)C1=CCCC1C[Se]C1=CC=CC=C1 3-(3-aminophenyl)-4-((phenylseleno)methyl)cyclopent-2-ene